OC1(CC=C(C=C1)C=O)C=O L-1-hydroxybenzene-1,4-dicarboxaldehyde